C(C)(C)(C)OC(N(CC#C)C1=CC=C(C=2C=COC21)S(=O)(=O)C)=O (4-(methylsulfonyl)benzofuran-7-yl)(prop-2-yn-1-yl)carbamic acid tert-butyl ester